4,4'-((4-(benzylcarbamoyl)pyridine-2,6-diyl)bis(1H-1,2,3-triazole-4,1-diyl))bis(2-hydroxybenzoic acid) C(C1=CC=CC=C1)NC(=O)C1=CC(=NC(=C1)C=1N=NN(C1)C1=CC(=C(C(=O)O)C=C1)O)C=1N=NN(C1)C1=CC(=C(C(=O)O)C=C1)O